BrC=1C(=C(C(=CC1)OC(N(CC)CC)=O)C=1CCN(CC1)C(=O)OC(C)(C)C)Cl tert-butyl 4-[3-bromo-2-chloro-6-[(diethylcarbamoyl)oxy]phenyl]-3,6-dihydro-2H-pyridine-1-carboxylate